C(C=C)OC(CCC(N1CCCCC1)=O)=O 4-oxo-4-piperidin-1-yl-butyric acid-2-propenyl ester